COC1C(CCC12CC=CC2)(C)C 9-methoxy-8,8-dimethylspiro[4.4]non-2-ene